C(=O)NCCC[Si](OC)(OC)OC (N-formyl-3-aminopropyl)(trimethoxy)silane